4-[5-(2-amino-1-hydroxyethyl)-1,3-thiazol-2-yl]-3-(6-phenylpyridazin-4-yl)oxybenzonitrile NCC(O)C1=CN=C(S1)C1=C(C=C(C#N)C=C1)OC1=CN=NC(=C1)C1=CC=CC=C1